tri-(α-methylbenzyl)phenol CC(C1=CC=CC=C1)C1=C(C(=C(C=C1)O)C(C1=CC=CC=C1)C)C(C1=CC=CC=C1)C